7-fluorobenzo[d]Oxazol-2-amine FC1=CC=CC=2N=C(OC21)N